2,4-bis[(dodecylthio)methyl]-o-cresol C(CCCCCCCCCCC)SCC1(CC(=CC=C1O)CSCCCCCCCCCCCC)C